ClC=1C=C2C=NNC2=CC1N1CCN(CC1)C1(C(COC1)O)C 4-(4-(5-chloro-1H-indazol-6-yl)piperazin-1-yl)-4-methyltetrahydrofuran-3-ol